(1R,2S)-2-{3-[(2-chloro-5-methyl-5H-pyrrolo[3,2-d]pyrimidin-4-yl)amino]-1H-indazol-6-yl}-5'-methoxyspiro[cyclopropane-1,3'-indol]-2'(1'H)-one ClC=1N=C(C2=C(N1)C=CN2C)NC2=NNC1=CC(=CC=C21)[C@@H]2C[C@@]21C(NC2=CC=C(C=C12)OC)=O